N1=CN=CC2=C1COCC2 5,8-dihydro-6H-pyrano[3,4-d]pyrimidine